6-(4-((2s,6R)-4-acryloyl-6-methyl-1-(methylsulfonyl)piperazin-2-yl)-6-chloropyridin-2-yl)-N,2-dimethylpyrimidine-4-carboxamide C(C=C)(=O)N1C[C@@H](N([C@@H](C1)C)S(=O)(=O)C)C1=CC(=NC(=C1)Cl)C1=CC(=NC(=N1)C)C(=O)NC